scandium carbonate bicarbonate C([O-])(O)=O.C([O-])([O-])=O.[Sc+3]